C(C)(=O)N1CC=2N(CC1)C(=NC2C=2C=CC=C1C=C(N=CC21)C=2C=CC(=NC2)C(=O)NCC2CN(CC2)C2=C1CN(C(C1=CC=C2)=O)C2C(NC(CC2)=O)=O)CC 5-(8-(7-Acetyl-3-ethyl-5,6,7,8-tetrahydroimidazo[1,5-a]pyrazin-1-yl)isoquinolin-3-yl)-N-((1-(2-(2,6-dioxopiperidin-3-yl)-1-oxoisoindolin-4-yl)pyrrolidin-3-yl)methyl)picolinamide